2-((9-(4-pentylnaphthalen-1-yl)nonyl)oxy)tetrahydro-2H-pyran C(CCCC)C1=CC=C(C2=CC=CC=C12)CCCCCCCCCOC1OCCCC1